O=C1NC(CCC1N(C1=CC(=C(C(=C1)F)N1CCN(CC1)C(=O)OC(C)(C)C)F)C)=O tert-butyl 4-[4-[(2,6-dioxo-3-piperidyl)-methyl-amino]-2,6-difluoro-phenyl]piperazine-1-carboxylate